O=S1(CC(CC1)N(C(=O)[C@@H]1N(CCC1)S(=O)(=O)C1=CC=C(C)C=C1)CC=1OC=CC1)=O (2R)-N-(1,1-dioxidotetrahydrothiophen-3-yl)-N-(furan-2-ylmethyl)-1-tosylpyrrolidine-2-carboxamide